C(C1=CC=CC=C1)OC=1C(=NC2=C(C=CC=C2C1)C=1C=NC(=CC1)OC(F)(F)F)C(CCC(=O)OCC)=O ethyl 4-[3-(benzyloxy)-8-[6-(trifluoromethoxy)pyridin-3-yl]quinolin-2-yl]-4-oxobutanoate